N1=C(N=CC(=C1)[C@H]1[C@@H](C1)C=1C=CC(=C(C1)N1C(CCC1)=O)F)C1=NC=CC=N1 trans-1-(5-(2-([2,2'-Bipyrimidin]-5-yl)cyclopropyl)-2-fluorophenyl)pyrrolidin-2-one